N-(3-fluorophenyl)-3-((5-phenyl-1,3,4-oxadiazol-2-yl)amino)benzamide FC=1C=C(C=CC1)NC(C1=CC(=CC=C1)NC=1OC(=NN1)C1=CC=CC=C1)=O